N-(2-(3-Chloro-6-hydroxy-4-methoxy-2-methylbenzoyl)-1,2,3,4-tetrahydroisoquinolin-7-yl)-N-methylacrylamide ClC=1C(=C(C(=O)N2CC3=CC(=CC=C3CC2)N(C(C=C)=O)C)C(=CC1OC)O)C